2-amino-N-((4S)-1-ethyl-4,5,6,7-tetrahydro-1H-indazol-4-yl)-3-methyl-N-((5-(trifluoromethyl)-2-pyridinyl)methyl)-6-quinolinecarboxamide NC1=NC2=CC=C(C=C2C=C1C)C(=O)N(CC1=NC=C(C=C1)C(F)(F)F)[C@@H]1C=2C=NN(C2CCC1)CC